1-Hydroxybenzotriazole-hydrate O.ON1N=NC2=C1C=CC=C2